2-tributylphosphoranylideneacetonitrile C(CCC)P(=CC#N)(CCCC)CCCC